(4R,5R)-4,5-dichloro-4,5-dimethyl-1,3-dioxan-2-one Cl[C@]1(OC(OC[C@@]1(C)Cl)=O)C